5-fluoro-2,3-dimethoxypyridine FC=1C=C(C(=NC1)OC)OC